COC=1C=CC(=C(C1)NCCNC(CC)=O)[N+](=O)[O-] N-(2-((5-methoxy-2-nitrophenyl)amino)ethyl)propionamide